C(C)(C)(C)OC(=O)N1C[C@]2(CC1)OCCN1C2=CC(=N1)Br tert-butyl-(3'S)-2-bromo-6,7-dihydrospiro[pyrazolo[5,1-c][1,4]oxazine-4,3'-pyrrolidine]-1'-carboxylate